2-Aminoethyl(pyridin-2-yl)-3-[(4-phenylimidazol-1-yl)methyl]benzonitrile NCCC1=C(C(=C(C#N)C=C1)C1=NC=CC=C1)CN1C=NC(=C1)C1=CC=CC=C1